4-(4-bromo-6-methyl-1-(tetrahydro-2H-pyran-2-yl)-1H-indazol-5-yl)-3-methylbutan-1-ol BrC1=C2C=NN(C2=CC(=C1CC(CCO)C)C)C1OCCCC1